N-(2-chloroethyl)-4-(1H-pyrazol-4-yl)benzenesulfonamide ClCCNS(=O)(=O)C1=CC=C(C=C1)C=1C=NNC1